C(C)N([C@H]1[C@@H](CC(C1)(C)C)OC=1C=C2CN(C(C2=CC1)=O)C1C(NC(CC1)=O)=O)CC trans-3-(5-((2-(diethylamino)-4,4-dimethylcyclopentyl)oxy)-1-oxoisoindolin-2-yl)piperidine-2,6-dione